3-iodo-7-methyl-6-nitro-1H-indazole IC1=NNC2=C(C(=CC=C12)[N+](=O)[O-])C